triallylphenylammonium C(C=C)[N+](C1=CC=CC=C1)(CC=C)CC=C